2-(5-(2-(7,8-dimethyl-[1,2,4]triazolo[1,5-a]pyridin-6-yl)-3-isopropyl-1H-indol-5-yl)hexahydrocyclopenta[c]pyrrol-2(1H)-yl)acetonitrile CC1=C(C=2N(C=C1C=1NC3=CC=C(C=C3C1C(C)C)C1CC3C(CN(C3)CC#N)C1)N=CN2)C